rac-(3aR,5R,7S,7aR)-5-isopentyl-1-isopropyl-3,3,5,7-tetramethyloctahydrobenzo[c]isoxazole C(CC(C)C)[C@]1(C[C@@H]2[C@H](N(OC2(C)C)C(C)C)[C@H](C1)C)C |r|